2-(naphthalen-2-ylmethyl)pyrrolidine C1=C(C=CC2=CC=CC=C12)CC1NCCC1